CN1CC(C1)(C)[C@](O)(C1=CC=C(C=C1)OC(F)(F)F)C1=CC(=C(C=C1)OCC)C1=NC(=NO1)C (S)-(1,3-Dimethyl-azetidin-3-yl)-[4-ethoxy-3-(3-methyl-[1,2,4]oxadiazol-5-yl)-phenyl]-(4-trifluoromethoxy-phenyl)-methanol